terephthalate aluminum [Al+3].C(C1=CC=C(C(=O)[O-])C=C1)(=O)[O-].C(C1=CC=C(C(=O)[O-])C=C1)(=O)[O-].C(C1=CC=C(C(=O)[O-])C=C1)(=O)[O-].[Al+3]